CC1=CC=C(C=C1)SC(NC)C(=O)O 2-(4-Methylphenylthio)sarcosine